methyl 6-(4-((1R,3R)-1'-(4-chloro-3-fluorophenyl)-3-methoxy-1',2'-dihydrospiro[cyclopentane-1,3'-pyrrolo[3,2-b]pyridine]-5'-carbonyl)-3,3-dimethylpiperazin-1-yl)-2,4-dimethylnicotinate ClC1=C(C=C(C=C1)N1C[C@]2(C3=NC(=CC=C31)C(=O)N3C(CN(CC3)C3=NC(=C(C(=O)OC)C(=C3)C)C)(C)C)C[C@@H](CC2)OC)F